FC1(CCN(CC1)C1=NC(=CC(=N1)C=1C(=C(C(=O)N)C=CC1NS(=O)(=O)CCO)N1CCC2(CC2)CC1)C)F (2-(4,4-difluoropiperidin-1-yl)-6-methylpyrimidin-4-yl)-4-((2-hydroxyethyl)sulfonamido)-2-(6-azaspiro[2.5]octan-6-yl)benzamide